C(C)OC(=C)C1=CC(=C(N=N1)OC1=CC(=CC=C1)C(F)(F)F)C(=O)OC(C)C isopropyl 6-(1-ethoxyvinyl)-3-[3-(trifluoromethyl)phenoxy]pyridazine-4-carboxylate